5-difluoromethylisoindoline hydrochloride Cl.FC(C=1C=C2CNCC2=CC1)F